1-((2R,3R,4R,5S)-5-amino-3,4-dihydroxytetrahydro-2H-pyran-2-yl)-2,5,8,11-tetraoxatridecan-13-oic acid N[C@@H]1[C@H]([C@H]([C@H](OC1)COCCOCCOCCOCC(=O)O)O)O